[2-[4-(4-methylpyrazolo[1,5-a]pyridin-2-yl)-1,4,6,7-tetrahydroimidazo[4,5-c]pyridin-5-yl]pyrimidin-5-yl]-phenyl-methanone CC=1C=2N(C=CC1)N=C(C2)C2N(CCC1=C2N=CN1)C1=NC=C(C=N1)C(=O)C1=CC=CC=C1